N-(8-(((3S,4R)-3-fluoro-1-methylpiperidin-4-yl)amino)-2-(3-((2-methoxy-4-(methylsulfonyl)phenyl)amino)prop-1-yn-1-yl)-3-(2,2,2-trifluoroethyl)imidazo[1,2-a]pyridin-6-yl)but-2-ynamide F[C@H]1CN(CC[C@H]1NC=1C=2N(C=C(C1)NC(C#CC)=O)C(=C(N2)C#CCNC2=C(C=C(C=C2)S(=O)(=O)C)OC)CC(F)(F)F)C